BrC1=C(OC=2C1=NC(=CC2I)Cl)C[C@H](C#CC)N(C(OC(C)(C)C)=O)C tert-butyl N-[(2R)-1-{3-bromo-5-chloro-7-iodofuro[3,2-b]pyridin-2-yl}pent-3-yn-2-yl]-N-methylcarbamate